C(C#CCC)(=O)O pentynic acid